BrC1=CC=CC=2C3=CC=CC=C3C=CC12 bromophenanthrene